C(C)N1CCC2(C[C@@H]2C(=O)N[C@@H](CCCCCC(CC)=O)C=2OC(=CN2)C=2C(=CC3=CN(N=C3C2)C)OC)CC1 (S)-6-Ethyl-N-((S)-1-(5-(5-methoxy-2-methyl-2H-indazol-6-yl)oxazol-2-yl)-7-oxononyl)-6-azaspiro[2.5]octan-1-carboxamid